2-iodo-1-methyl-3-(prop-1-en-2-yl)benzene IC1=C(C=CC=C1C(=C)C)C